7-amino-6-iodo-N-((1R)-1-(2-pyrimidinyl)ethyl)-N-((5-(trifluoromethyl)-2-pyridinyl)methyl)-1,8-naphthyridine-3-carboxamide NC1=C(C=C2C=C(C=NC2=N1)C(=O)N(CC1=NC=C(C=C1)C(F)(F)F)[C@H](C)C1=NC=CC=N1)I